FC=1C=C(C=NC1)C1=CC(=NC(=C1F)C)C1=NOC(=N1)C1=CC=C(C=C1)F 3-(5,5'-Difluoro-6'-methyl-[3,4'-bipyridin]-2'-yl)-5-(4-fluorophenyl)-1,2,4-oxadiazole